C(C1=CC=CC=C1)N1N=NC(=C1)C(=O)NCC=1SC(=NN1)C1=CC=CC=C1 1-benzyl-N-[(5-phenyl-1,3,4-thiadiazol-2-yl)methyl]triazole-4-carboxamide